COC=1C=C(C(=O)OC(C2=CC(=CC=C2)OC)=O)C=CC1 3-methyl-oxybenzoic anhydride